6-(5-(6-ethyl-2,6-diazaspiro[3.3]hept-2-yl)-3-isopropyl-1H-pyrrolo[3,2-b]pyridin-2-yl)-7,8-dimethyl-[1,2,4]triazolo[1,5-a]pyridine C(C)N1CC2(CN(C2)C2=CC=C3C(=N2)C(=C(N3)C=3C(=C(C=2N(C3)N=CN2)C)C)C(C)C)C1